1,1-Propandithiol C(CC)(S)S